tert-Butyl 4-cyclopropyl-2-(4-(methoxycarbonyl)phenyl)piperazine-1-carboxylate C1(CC1)N1CC(N(CC1)C(=O)OC(C)(C)C)C1=CC=C(C=C1)C(=O)OC